C(C1=CC=CC=C1)OS(=O)(=O)C1=CC=C(C=C1)C (R)-4-methylbenzenesulfonic acid benzyl ester